2-chloro-4,6-bis-2-naphthyl-1,3,5-triazine ClC1=NC(=NC(=N1)C1=CC2=CC=CC=C2C=C1)C1=CC2=CC=CC=C2C=C1